NC1=NC=CC(=C1C=1CCNCC1)OC1=C(C=C(C=C1)NC(=O)C=1C=NN(C1C(F)(F)F)C1=NC=CC=C1F)F N-(4-((2-amino-1',2',3',6'-tetrahydro-[3,4'-bipyridine]-4-yl)oxy)-3-fluorophenyl)-1-(3-fluoropyridin-2-yl)-5-(trifluoromethyl)-1H-pyrazole-4-carboxamide